ClC=1C=NC=C(C1SC=1SC(=CN1)C(=O)NC=1C=CC2=C(S(C=C2)(=O)=O)C1)Cl 2-((3,5-dichloropyridin-4-yl)thio)-N-(1,1-dioxidobenzo[b]thiophen-6-yl)thiazole-5-carboxamide